C(C)(C)(C)OC(=O)N=[SH2] N-t-butoxycarbonyl-sulfimide